8-bromo-6-methoxymethyloxy-3,4-dihydronaphthalen-1-one BrC=1C=C(C=C2CCCC(C12)=O)OCOC